FC1(OC2=C(O1)C=CC(=C2)C2=CC=C1C(CCOC1=C2)(C)NC(O[C@@H]2CN1CCC2CC1)=O)F (S)-quinuclidin-3-yl (7-(2,2-difluorobenzo[d][1,3]dioxol-5-yl)-4-methylchroman-4-yl)carbamate